C1(CC1)CN1N=CC=2C=NC(=CC21)C2=NN(C=C2[N+](=O)[O-])C2OCCCC2 1-(Cyclopropylmethyl)-6-(4-nitro-1-(tetrahydro-2H-pyran-2-yl)-1H-pyrazol-3-yl)-1H-pyrazolo[4,3-c]pyridine